BrCCCC(CCCCCCCC)OC1OCCCC1 2-((1-Bromododecan-4-yl)oxy)tetrahydro-2H-pyran